8-(1-(2,2-difluoroethyl)-1H-pyrazolo[3,4-b]pyrazin-6-yl)-2-(4-methyl-6-(trifluoromethyl)pyridazin-3-yl)-2,8-diazaspiro[4.5]decane FC(CN1N=CC=2C1=NC(=CN2)N2CCC1(CCN(C1)C=1N=NC(=CC1C)C(F)(F)F)CC2)F